(R)-1-(4'-(4-chloro-5-(((1-phenylethoxy)carbonyl)amino)-1H-pyrazol-1-yl)-2-methyl-[1,1'-biphenyl]-4-yl)cyclopropane-1-carboxylic acid ClC=1C=NN(C1NC(=O)O[C@H](C)C1=CC=CC=C1)C1=CC=C(C=C1)C1=C(C=C(C=C1)C1(CC1)C(=O)O)C